2-fluoro-4-methyl-5-((2,2,2-trifluoroethyl)thio)aniline FC1=C(N)C=C(C(=C1)C)SCC(F)(F)F